3-(3-bromo-2-methoxyphenyl)-2-chloro-6-methylpyridine BrC=1C(=C(C=CC1)C=1C(=NC(=CC1)C)Cl)OC